(S)-7-methoxy-1-(((5-oxopyrrolidin-2-yl)methyl)amino)-4-(prop-1-yn-1-yl)isoquinoline-6-carbonitrile COC1=C(C=C2C(=CN=C(C2=C1)NC[C@H]1NC(CC1)=O)C#CC)C#N